N-[2,5-Difluoro-4-[5-[2-[[(3S,5S)-5-fluoro-3-piperidyl]-methyl-amino]pyrimidin-4-yl]-2-methyl-thiazol-4-yl]oxy-phenyl]-2,2,2-trifluoro-ethanesulfonamide FC1=C(C=C(C(=C1)OC=1N=C(SC1C1=NC(=NC=C1)N(C)[C@@H]1CNC[C@H](C1)F)C)F)NS(=O)(=O)CC(F)(F)F